BrC1=C(C=C2C=NC(=NC2=C1)NC=1C=NN(C1)C1CC1)Cl 7-bromo-6-chloro-N-(1-cyclopropyl-1H-pyrazol-4-yl)quinazolin-2-amine